OC1=C(C=CC=C1C)C(CCCCCCCCCCCCCCCCCC)C1=CC(=C(C=C1)O)C 1-(2-hydroxy-3-methyl-phenyl)-1-(3-methyl-4-hydroxyphenyl)nonadecane